(S)-5-((1H-pyrazol-1-yl)methyl)-N-(2,3-dihydrobenzofuran-7-sulfonimidoyl)-6-methoxypicolinamide N1(N=CC=C1)CC=1C=CC(=NC1OC)C(=O)N[S@@](=O)(=N)C1=CC=CC=2CCOC21